4-bromo-2,5-difluorophenol BrC1=CC(=C(C=C1F)O)F